C1(=CC=CC=C1)C1=NOC(=C1)C(=O)NC1CC(C1)C(=O)OC(C)(C)C tert-Butyl (1s,3s)-3-(3-Phenyl-1,2-oxazole-5-amido)cyclobutane-1-carboxylate